3-((2S)-3-(8-(3-(6-aminopyridin-3-yl)phenylsulfonyl)-1-oxa-8-azaspiro[4.5]dec-3-ylamino)-2-hydroxypropoxy)-N-ethylbenzenesulfonamide NC1=CC=C(C=N1)C=1C=C(C=CC1)S(=O)(=O)N1CCC2(CC(CO2)NC[C@@H](COC=2C=C(C=CC2)S(=O)(=O)NCC)O)CC1